F[B-](F)(F)F.C(C)[NH3+] N-ethyl-ammonium tetrafluoroborate